4-chloro-1-(2-(methoxymethoxy)-4-(trifluoromethyl)phenyl)pyrido[3,4-d]pyridazine ClC=1N=NC(=C2C1C=NC=C2)C2=C(C=C(C=C2)C(F)(F)F)OCOC